C(C=C)(=O)OC1=C(C(=O)C2=CC=C(C=C2)Br)C=CC=C1 acryloxy-4'-bromobenzophenone